4-[4-[4-[[5-[1-(5-amino-2-pyridyl)-3-(trifluoromethyl)pyrazol-4-yl]-1-methyl-imidazole-2-carbonyl]amino]-2-chloro-benzoyl]piperazine-1-carbonyl]piperidine-1-carboxylic acid NC=1C=CC(=NC1)N1N=C(C(=C1)C1=CN=C(N1C)C(=O)NC1=CC(=C(C(=O)N2CCN(CC2)C(=O)C2CCN(CC2)C(=O)O)C=C1)Cl)C(F)(F)F